3-(4-(((3-(2-chloro-6-fluorophenyl)-5-cyclopropylisoxazol-4-yl)methoxy)methyl)-4-fluoropiperidin-1-yl)-1H-indazole-6-carboxylic acid ClC1=C(C(=CC=C1)F)C1=NOC(=C1COCC1(CCN(CC1)C1=NNC2=CC(=CC=C12)C(=O)O)F)C1CC1